C(C)N1CCC(CC1)N1N=CC(=C1)C(=O)NC=1C(=C(C=CC1)C1=C(C(=CC=C1)/C=C/C1=CC(=C(CN2C[C@@H](CC2)C(=O)O)C=C1C(F)(F)F)OC)C)C (R,E)-1-(4-(2-(3'-(1-(1-ethylpiperidin-4-yl)-1H-pyrazole-4-carboxamido)-2,2'-dimethyl-[1,1'-biphenyl]-3-yl)vinyl)-2-methoxy-5-(trifluoromethyl)benzyl)pyrrolidine-3-carboxylic acid